[(2S,5S)-5-[(6-nitrothieno[3,2-b]pyridin-7-yl)amino]tetrahydro-2H-pyran-2-yl]acetonitrile [N+](=O)([O-])C=1C(=C2C(=NC1)C=CS2)N[C@H]2CC[C@H](OC2)CC#N